(4'-fluoro-[1,1'-biphenyl]-4-yl)(4-nitrophenyl)methanol FC1=CC=C(C=C1)C1=CC=C(C=C1)C(O)C1=CC=C(C=C1)[N+](=O)[O-]